ClC=1C=C(C=CC1Cl)S[C@@H]1O[C@@H]([C@@H]([C@@H]([C@H]1O)N1N=NC(=C1)C=1C=C(C=C(C1)F)N1C(CC1)=O)O)CO 1-(3-(1-((2S,3R,4S,5R,6R)-2-((3,4-dichlorophenyl)thio)-3,5-dihydroxy-6-(hydroxymethyl)tetrahydro-2H-pyran-4-yl)-1H-1,2,3-triazol-4-yl)-5-fluorophenyl)azetidin-2-one